NCC=1C=CC=C2C3=C(COC12)C=CC(=C3)COC3=C(C=CC(=C3)COC)CC(=O)O 2-(2-((4-(aminomethyl)-6H-benzo[c]chromen-9-yl)methoxy)-4-(methoxymethyl)phenyl)acetic acid